C(#N)C1=C(N=C(C=2CCN(CC12)C1=NC=CC2=CC=CC=C12)N1CCN(CC1)C(=O)OC(C)(C)C)OC[C@H]1N(CCC1)C tert-butyl (S)-4-(4-cyano-6-(isoquinolin-1-yl)-3-((1-methylpyrrolidin-2-yl)methoxy)-5,6,7,8-tetrahydro-2,6-naphthyridin-1-yl)piperazine-1-carboxylate